1-(PIPERIDIN-2-YLMETHYL)-2-FORMYLIMIDAZOLE HCL Cl.N1C(CCCC1)CN1C(=NC=C1)C=O